(3S)-3-amino-7-(3-hydroxypyrrolidine-1-carbonyl)-5-methyl-2,3-dihydrobenzo[b][1,4]oxazepin-4(5H)-one hydrochloride Cl.N[C@@H]1C(N(C2=C(OC1)C=CC(=C2)C(=O)N2CC(CC2)O)C)=O